CC1=C(C=C(C=C1)B1OC(C(O1)(C)C)(C)C)S(=O)(=O)N methyl-5-(4,4,5,5-tetramethyl-1,3,2-dioxaborolan-2-yl)benzenesulfonamide